N-(5-((6-((R)-3-(2,4-difluorophenyl)isoxazolidine-2-yl)pyrimidine-4-yl)amino)-2-(4-(dimethylamino)-[1,4'-bipiperidine]-1'-yl)-4-methoxyphenyl)acrylamide FC1=C(C=CC(=C1)F)[C@@H]1N(OCC1)C1=CC(=NC=N1)NC=1C(=CC(=C(C1)NC(C=C)=O)N1CCC(CC1)N1CCC(CC1)N(C)C)OC